ClC=1C=C(C=CC1C(NC1CN(CC1)C(=O)[C@H]1CNCC1)=O)NC(=O)C=1N(C(=CN1)C1=C(C(=C(C=C1)OC)F)F)C N-[3-Chloro-4-[[1-[(3R)-pyrrolidin-3-carbonyl]pyrrolidin-3-yl]carbamoyl]phenyl]-5-(2,3-difluoro-4-methoxyphenyl)-1-methylimidazol-2-carboxamid